1-(4-vinylphenyl)-2,3,4,9-tetrahydro-1H-pyrido[3,4-b]indole C(=C)C1=CC=C(C=C1)C1NCCC2=C1NC1=CC=CC=C21